C(CCC)OC Methyl n-Butyl Ether